C(C)C1=C(C=CC(=C1)F)N1CN(C(C2=C1C=C(N=C2)C(F)(F)F)=O)C=2C(=NC(=CC2)OC)C 1-(2-ethyl-4-fluorophenyl)-3-(6-methoxy-2-meth-ylpyridin-3-yl)-7-(trifluoromethyl)-2,3-dihydropyrido[4,3-d]pyrimidin-4(1H)-one